Methyl (4-(4-(azetidin-3-ylsulfonyl)-3-sulfamoyl-2-(2H-tetrazol-5-yl)phenyl)-1H-benzo[d]imidazole-2-carbonyl)glycinate N1CC(C1)S(=O)(=O)C1=C(C(=C(C=C1)C1=CC=CC=2NC(=NC21)C(=O)NCC(=O)OC)C=2N=NNN2)S(N)(=O)=O